(5-Chloro-3-(5-cyclopropylisoxazol-3-yl)-1-ethyl-1H-pyrazol-4-yl)(9-(3,3-dimethylbutyl)-3,9-diazaspiro[5.5]undecan-3-yl)methanone ClC1=C(C(=NN1CC)C1=NOC(=C1)C1CC1)C(=O)N1CCC2(CC1)CCN(CC2)CCC(C)(C)C